NC1=CC(=C2C(N(CCCCC[C@@](C3=NN=C(C1=N2)O3)(C(F)(F)F)O)C3(CC(C3)(F)F)C)=O)C(F)(F)F (6R)-17-Amino-12-(3,3-difluoro-1-methyl-cyclobutyl)-6-hydroxy-6,15-bis(trifluoromethyl)-19-oxa-3,4,12,18-tetrazatricyclo[12.3.1.12,5]nonadeca-1(18),2,4,14,16-pentaen-13-one